N-[(3S)-1-cyanopyrrolidin-3-yl]-N-methyl-2-(1H-pyrazol-4-yl)benzenesulfonamide C(#N)N1C[C@H](CC1)N(S(=O)(=O)C1=C(C=CC=C1)C=1C=NNC1)C